C(\C=C\C=C\C=O)=O TRANS,TRANS-MUCONALDEHYDE